N=1N=CN2C1C(=NC=C2)CN(CC2=CC=NO2)CC2=C(C=C(C=C2)F)Br ([1,2,4]triazolo[4,3-a]pyrazin-8-yl)-N-(2-bromo-4-fluorobenzyl)-N-(isoxazol-5-ylmethyl)methylamine